Methyl (3S)-1-[2-[[(E)-3-[4-(trifluoromethyl)phenyl]prop-2-enoyl]amino]acetyl]pyrrolidine-3-carboxylate FC(C1=CC=C(C=C1)/C=C/C(=O)NCC(=O)N1C[C@H](CC1)C(=O)OC)(F)F